3-(1-{(3R)-2'-[6-amino-5-(trifluoromethyl)pyridin-3-yl]-5',6'-dihydrospiro[pyrrolidine-3,4'-pyrrolo[1,2-b]pyrazol]-1-yl}propyl)benzamide NC1=C(C=C(C=N1)C=1C=C2N(N1)CC[C@]21CN(CC1)C(CC)C=1C=C(C(=O)N)C=CC1)C(F)(F)F